hydroxy isopropyl-phenyl ketone tert-butyl-(3S*,4R*)-3-amino-4-(4-fluorophenyl)pyrrolidine-1-carboxylate C(C)(C)(C)OC(=O)N1C[C@H]([C@@H](C1)C1=CC=C(C=C1)F)N.C(C)(C)C1=C(C=CC=C1)C(=O)O |o1:9,10|